COC=1C=C2C(NNC(C2=CC1)=O)=O 6-methoxy-2,3-dihydro-phthalazin-1,4-dione